6-[(7S)-2-{3-[4-(Pyridin-4-yl)phenyl]-1H-pyrrolo[2,3-b]pyridin-5-yl}-6,7,8,9-tetrahydro-5H-benzo[7]annulen-7-yl]-3-oxa-6-azabicyclo[3.1.1]heptane N1=CC=C(C=C1)C1=CC=C(C=C1)C1=CNC2=NC=C(C=C21)C=2C=CC1=C(CC[C@H](CC1)N1C3COCC1C3)C2